Methyl 5-[[4-[(E)-3-(4-hydroxyphenyl)-3-oxoprop-1-enyl]-2-methoxyphenoxy]methyl]furan-2-carboxylate OC1=CC=C(C=C1)C(/C=C/C1=CC(=C(OCC2=CC=C(O2)C(=O)OC)C=C1)OC)=O